NC1=CC=C(C=C1)N1CCN(CC1)C1CCC2(CCN(CC2)C=2C=C3C=NN(C(C3=CC2)=O)C2C(NC(CC2)=O)=O)CC1 3-[6-[9-[4-(4-aminophenyl)piperazin-1-yl]-3-azaspiro[5.5]undecan-3-yl]-1-oxo-phthalazin-2-yl]piperidine-2,6-dione